FC1(CN(C1)C\C=C/I)F (Z)-1-(3,3-difluoroazetidin-1-yl)-3-iodoprop-2-en